2-(3-((R*)-1-((1R,3S,4S)-2-Azabicyclo[2.2.1]heptane-3-carbonyl)azepane-4-carbonyl)-1H-pyrrolo[2,3-c]pyridin-1-yl)-5-fluoro-N,N-diisopropylbenzamide [C@@H]12N[C@@H]([C@@H](CC1)C2)C(=O)N2CC[C@@H](CCC2)C(=O)C2=CN(C1=CN=CC=C12)C1=C(C(=O)N(C(C)C)C(C)C)C=C(C=C1)F |o1:12|